O[C@@]1(C(N(C2=CC=CC=C12)C=1C=C(C=NC1)CC1=NNC(C2=CC=CC=C12)=O)=O)C (S)-(-)-4-((5-(3-Hydroxy-3-methyl-2-oxoindolin-1-yl)pyridin-3-yl)methyl)phthalazin-1(2H)-one